3,4-bis(di-p-tolylphosphino)-2-cyclopentylthiophene C1(=CC=C(C=C1)P(C1=C(SC=C1P(C1=CC=C(C=C1)C)C1=CC=C(C=C1)C)C1CCCC1)C1=CC=C(C=C1)C)C